CC1(OB(OC1(C)C)C1=CC=C(C=C1)C1CN(C1)C(=O)OC(C)(C)C)C tert-Butyl 3-(4-(4,4,5,5-tetramethyl-1,3,2-dioxaborolan-2-yl)phenyl)azetidine-1-carboxylate